3-isopropylcarbamylsulfonamido-4-(3'-methylphenyl)aminopyridinium C(C)(C)NC(=O)S(=O)(=O)NC=1C=[NH+]C=CC1NC1=CC(=CC=C1)C